[(11Z,14Z)-1-[(10Z,13Z)-octadeca-10,13-dienyl]nonadeca-11,14-dienyl] 4-bromobutanoate BrCCCC(=O)OC(CCCCCCCCC\C=C/C\C=C/CCCC)CCCCCCCCC\C=C/C\C=C/CCCC